3-[6-(cyclopropylamino)-2-fluoropyridin-3-yl]-1-(oxacyclohex-4-yl)pyrazole-4-carboxylic acid C1(CC1)NC1=CC=C(C(=N1)F)C1=NN(C=C1C(=O)O)C1CCOCC1